11-methoxy-8-((2-(trimethylsilyl)ethoxy)methyl)-1,4,7,8-tetrahydro-2H-3,7-methanoazepino[5,4-b]indole COC1N2CCC=3C(N=C4C1C(C=CC34)COCC[Si](C)(C)C)=CC2